C(C1=CC=CC=C1)OC1CC2(C1)NCCC2 2-(benzyloxy)-5-azaspiro[3.4]octane